3-(6-acetamido-1,3-benzodioxol-4-yl)propanoic acid C(C)(=O)NC=1C=C(C2=C(OCO2)C1)CCC(=O)O